[K].C1CCC2=C(C=3CCCC3C=C12)NC(=O)NS(=O)(=O)CCN1CCCCC1 N-((1,2,3,5,6,7-Hexahydro-s-indacen-4-yl)carbamoyl)-2-(piperidin-1-yl)ethane-1-sulfonamide, Potassium Salt